ClC1=C(C=CC=C1CCNCC)N1C=NC(=C1)C1=NC(=NC=C1C(F)(F)F)NC1CCN(CC1)S(=O)(=O)C 4-(1-(2-Chloro-3-(2-(ethylamino)ethyl)phenyl)-1H-imidazol-4-yl)-N-(1-(methylsulfonyl)piperidin-4-yl)-5-(trifluoromethyl)pyrimidin-2-amine